2-Phenylethoxy-5-nitro-N-(1-(3-(thiazol-2-yl)phenyl)ethyl)benzamide C1(=CC=CC=C1)CCOC1=C(C(=O)NC(C)C2=CC(=CC=C2)C=2SC=CN2)C=C(C=C1)[N+](=O)[O-]